N-(3-((2,3-Dihydro-1H-inden-4-yl)ethynyl)-1-methyl-1H-pyrrolo[2,3-b]pyridin-5-yl)acrylamide C1CCC2=C(C=CC=C12)C#CC1=CN(C2=NC=C(C=C21)NC(C=C)=O)C